O=C1NC(CCC1N1C(C2=CC=C(C=C2C1=O)NC(OCC(COC1=C(C=C(C=C1C#N)C(C)(C)C1=CC=C(C=C1)OCC1=NC(=NC=C1)SC)Cl)(F)F)=O)=O)=O 3-(2-chloro-6-cyano-4-(2-(4-((2-(methylthio)pyrimidin-4-yl)methoxy)phenyl)propan-2-yl)phenoxy)-2,2-difluoropropyl (2-(2,6-dioxopiperidin-3-yl)-1,3-dioxoisoindolin-5-yl)carbamate